2-(aminomethyl)-5-methyltetrahydrofuran NCC1OC(CC1)C